5-(5-chloro-4-fluoro-3-methylthiophene-2-yl)-1H-tetrazole ClC1=C(C(=C(S1)C1=NN=NN1)C)F